ClCC=1C=C(C=CC1)NC(=O)NC1=CC(=CC=C1)OC 1-(3-(chloromethyl)phenyl)-3-(3-methoxyphenyl)urea